FC1=C(CNC(=O)C2=NC(=NC(=C2O)O)C)C=CC=C1 (2-fluorobenzyl)-5,6-dihydroxy-2-methylpyrimidine-4-carboxamide